didecylpentaerythritol diphosphite OP(O)OP(O)O.C(CCCCCCCCC)C(O)(C(CO)(CO)CO)CCCCCCCCCC